3-(5-(4-(3-Hydroxypropyl)piperidin-1-yl)-1-oxoisoindolin-2-yl)piperidine-2,6-dione OCCCC1CCN(CC1)C=1C=C2CN(C(C2=CC1)=O)C1C(NC(CC1)=O)=O